N1C(NCC=C1)=O 3,4-dihydropyrimidinone